CC=1NC(=C(C(C1C(=O)OCCN(C)CC1=CC=CC=C1)C)C(=O)OC)C 3-(2-(benzyl(methyl)amino)ethyl) 5-methyl 2,4,6-trimethyl-1,4-dihydropyridine-3,5-dicarboxylate